C=1NC=C2C=NC=3C=CC=CC3C21 2H-pyrrolo[3,4-c]quinoline